N=1N(N=C2C1C=CC=C2)C2=C(C(=CC(=C2)C(C)(C)CC)C(C)(C)CC)O 2-(2H-benzotriazole-2-yl)-4,6-di-t-amylphenol